3,5-di((E)-benzylidene)piperidine-4-one C(/C1=CC=CC=C1)=C\1/CNC\C(\C1=O)=C/C1=CC=CC=C1